C1[C@@H]([C@H](O[C@H]1N2C=NC3=C2N=C(NC3=O)N)COP(=O)(O)O)O 2'-deoxyguanosine-5'-monophosphoric acid